ClC1=CC(=C(C=C1)C1=NC(=CC=2N=C(N(C(C21)=O)C)C)N2CC(OCC2)C2CCC2)F 5-(4-chloro-2-fluorophenyl)-7-(2-cyclobutyl-4-morpholinyl)-2,3-dimethyl-pyrido[4,3-d]pyrimidin-4(3H)-one